ClC=1C=C(C=CC1F)[C@H](C1=CC=C(C=C1)Cl)N1C(OC(C1)C(=O)N)=O ((S)-(3-chloro-4-fluorophenyl)(4-chlorophenyl)methyl)-2-oxooxazolidine-5-carboxamide